C(C)(C)(C)OC(=O)N(CC#CC1=CC(=C(OCCCC2=C(N=C(S2)NCCCCCCN(C)C)C(=O)OC)C=C1)F)C methyl 5-[3-[4-[3-[tert-butoxycarbonyl(methyl)amino]prop-1-ynyl]-2-fluoro-phenoxy]propyl]-2-[6-(dimethylamino)hexylamino]thiazole-4-carboxylate